Copper(II) sulfate 3-(5-(1,3,4-thiadiazol-2-yl)pyridin-3-yl)phenyl-cyclopentylcarbamate S1C(=NN=C1)C=1C=C(C=NC1)C=1C=C(C=CC1)N(C([O-])=O)C1CCCC1.S(=O)(=O)([O-])O.[Cu+2]